4-Methyl-1-oxa-8-azaspiro[4.5]dec-3-ene CC1=CCOC12CCNCC2